2-amino-5-(2-methoxyethyl)pyrimidine-4,6-diol NC1=NC(=C(C(=N1)O)CCOC)O